CC(=O)N[C@@H]1[C@H]([C@@H]([C@H](O[C@H]1O[C@H]2[C@H]([C@H](O[C@H]([C@@H]2O)O[C@@H]3[C@H](O[C@H]([C@@H]([C@H]3O)NC(=O)C)O[C@H]4[C@H]([C@H](O[C@H]([C@@H]4O)O[C@@H]5[C@H](O[C@H]([C@@H]([C@H]5O)NC(=O)C)O[C@@H]6[C@H]([C@H](O[C@@H]([C@@H]6O)CO)O)NC(=O)C)CO)CO)O)CO)CO)O)CO)O)O The molecule is a linear amino hexasaccharide comprising a (1->3), (1->4), (1->3), (1->4), (1->3) sequence of N-acetyl-beta-D-glucosamine, beta-D-galactose, N-acetyl-beta-D-glucosamine, beta-D-galactose, N-acetyl-beta-D-glucosamine and (at the reducing end) N-acetyl-alpha-D-galactosamine. It is an amino hexasaccharide, a galactosamine oligosaccharide and a glucosamine oligosaccharide.